5-({5-[(1s,4s)-4-hydroxycyclohexyl]-2-(2-methylpropan-2-yl)pyrazol-3-yl}amino)-2,3-dihydro-1λ6-benzothien-1,1-dione OC1CCC(CC1)C=1C=C(N(N1)C(C)(C)C)NC=1C=CC2=C(CCS2(=O)=O)C1